ethyl 7-(3,5-dimethyl-1H-pyrazol-4-yl)-1-(2-morpholinoethyl)-3-(3-(naphthalen-1-yloxy)propyl)-1H-indole-2-carboxylate CC1=NNC(=C1C=1C=CC=C2C(=C(N(C12)CCN1CCOCC1)C(=O)OCC)CCCOC1=CC=CC2=CC=CC=C12)C